C(CCCCCCCCCCCCCCCCC(C)C)OC(CCCCCCCCCCC)=O Isoeicosyllaurat